(5S,6S)-5-(4-(4-(dimethoxymethyl)piperidin-1-yl)phenyl)-6-isobutyl-5,6,7,8-tetrahydronaphthalen-2-ol COC(C1CCN(CC1)C1=CC=C(C=C1)[C@H]1C=2C=CC(=CC2CC[C@H]1CC(C)C)O)OC